2-(Pyridin-2-yldithio)ethanol calcium α-ketoglutarate dihydrate O.O.O=C(C(=O)[O-])CCC(=O)[O-].[Ca+2].N1=C(C=CC=C1)SSCCO